C(C)(=O)CC(C)=O.[Ti] titanium (acetylacetone)